C(CCCC)C1COCCC1CC(=O)[O-] 3-Pentyltetrahydro-2H-pyran-4-ylacetat